5-CHLORO-1-PHENYL-3-(PROPAN-2-YL)-1H-PYRAZOLE-4-CARBALDEHYDE ClC1=C(C(=NN1C1=CC=CC=C1)C(C)C)C=O